BrC1=C(N=C(S1)NC(C)=O)C(C)C N-(5-bromo-4-isopropylthiazol-2-yl)acetamide